methyl 4-amino-2,3-dihydro-1-benzofuran-7-carboxylate NC1=CC=C(C2=C1CCO2)C(=O)OC